FC(C(=O)OC)(S(=O)(=O)F)F methyl 2,2-difluoro-2-fluoro-sulfonylacetate